4-chloro-1-(3,4-difluoro-2-methoxy-phenyl)pyrazolo[3,4-d]pyrimidine ClC1=C2C(=NC=N1)N(N=C2)C2=C(C(=C(C=C2)F)F)OC